[Na].CC(C)(C)S 2-Methyl-2-propanethiol sodium salt